COC([C@H](CC(C)C)N1N=C(C(=CC1=O)C(F)(F)F)CCN1CC(C1)F)=O.OC1=C(C=C2SCC(N2)=O)C=C(C=C1)[N+](=O)[O-] 2-hydroxy-5-nitrobenzylidenethiazolidine-4-one (S)-methyl-2-(3-(2-(3-fluoroazetidin-1-yl)ethyl)-6-oxo-4-(trifluoromethyl)pyridazin-1(6H)-yl)-4-methylpentanoate